N-(4-{[6-(5-Chloro-2-Fluorophenyl)-3-Methylpyridazin-4-yl]Amino}Pyridin-2-yl)-4-(4-Methylpiperazin-1-yl)Butanamid ClC=1C=CC(=C(C1)C1=CC(=C(N=N1)C)NC1=CC(=NC=C1)NC(CCCN1CCN(CC1)C)=O)F